3-((diisopropylamino)methyl)-4-(5-fluoro-2-methoxypyridin-4-yl)phenyl 3-((1S,2R)-3-(tert-butoxy)-1-cyclopropyl-2-fluoro-2-methyl-3-oxopropyl)benzoate C(C)(C)(C)OC([C@]([C@@H](C1CC1)C=1C=C(C(=O)OC2=CC(=C(C=C2)C2=CC(=NC=C2F)OC)CN(C(C)C)C(C)C)C=CC1)(C)F)=O